6-[1-[1-(1-prop-2-enoylazetidine-3-carbonyl)-4-piperidyl]pyrazol-4-yl]pyrazolo[1,5-a]pyridine-3-carbonitrile C(C=C)(=O)N1CC(C1)C(=O)N1CCC(CC1)N1N=CC(=C1)C=1C=CC=2N(C1)N=CC2C#N